C(C)C(C(=O)O)[C@H](C)N ethyl-(3S)-3-aminobutyric acid